benzyl (3-bromo-7-iodoquinolin-2-yl)(4-methoxybenzyl)carbamate BrC=1C(=NC2=CC(=CC=C2C1)I)N(C(OCC1=CC=CC=C1)=O)CC1=CC=C(C=C1)OC